BrC=1C=C(SC1)C 4-bromo-2-methylthiophene